ClC=1C(=CC2=C(N=C(O2)CN2C3=C(OCC2=O)C=CC(=C3)C(=O)NO)C1)C 4-((5-chloro-6-methylbenzo[d]oxazol-2-yl)methyl)-N-hydroxy-3-oxo-3,4-dihydro-2H-benzo[b][1,4]oxazine-6-carboxamide